decan-3-yl 4-methylbenzenesulfonate CC1=CC=C(C=C1)S(=O)(=O)OC(CC)CCCCCCC